1-(3-((4-((2-(2-hydroxypropan-2-yl)-4-((6-methylpyridin-2-yl)methoxy)phenyl)amino)-7-methoxyquinazolin-6-yl)oxy)azetidin-1-yl)prop-2-en-1-one OC(C)(C)C1=C(C=CC(=C1)OCC1=NC(=CC=C1)C)NC1=NC=NC2=CC(=C(C=C12)OC1CN(C1)C(C=C)=O)OC